N-[3-chloro-4-[4-(1,6-diazaspiro[3.3]heptane-6-carbonyl)piperazine-1-carbonyl]phenyl]-1-methyl-5-[1-prop-2-ynyl-3-(trifluoromethyl)pyrazol-4-yl]imidazole-2-carboxamide ClC=1C=C(C=CC1C(=O)N1CCN(CC1)C(=O)N1CC2(CCN2)C1)NC(=O)C=1N(C(=CN1)C=1C(=NN(C1)CC#C)C(F)(F)F)C